ClC1=C(C=CC(=C1)OC1=CC=C(C=C1)Cl)C1CO1 1-[2-chloro-4-(4-chlorophenoxy) phenyl]Ethylene oxide